(S)-8-(2-amino-6-((R)-2,2,2-trifluoro-1-(4-(1-methyl-2-oxo-1,2,3,4-tetrahydroquinolin-6-yl)phenyl)ethoxy)pyrimidin-4-yl)-2,8-diazaspiro[4.5]decane-3-carboxylic acid NC1=NC(=CC(=N1)N1CCC2(C[C@H](NC2)C(=O)O)CC1)O[C@@H](C(F)(F)F)C1=CC=C(C=C1)C=1C=C2CCC(N(C2=CC1)C)=O